[B].[Fe].[Nd].[Ga] gallium neodymium-iron-boron